ON[C@@H](CC1=CC=CC=C1)C(=O)O hydroxy-L-phenylalanine